1-(phenylacetyl)-N-{4-[5-(thiophen-3-yl)-1H-indol-2-yl]phenyl}-L-prolinamide C1(=CC=CC=C1)CC(=O)N1[C@@H](CCC1)C(=O)NC1=CC=C(C=C1)C=1NC2=CC=C(C=C2C1)C1=CSC=C1